C(CC)(=O)OC(C=C)(CCC=C(C)C)C 3,7-dimethyloct-1,6-dien-3-yl propionate